N1-(2,6-dimethylphenyl)-N2-((S)-1-(((S)-4-hydroxy-3-oxo-1-((S)-2-oxopyrrolidin-3-yl)butan-2-yl)amino)-4-methyl-1-oxopentan-2-yl)oxalamide CC1=C(C(=CC=C1)C)NC(C(=O)N[C@H](C(=O)N[C@@H](C[C@H]1C(NCC1)=O)C(CO)=O)CC(C)C)=O